O1CCN(CC1)CCOS1(C2=C(OC3(C=N1)CCOCC3)N=CC=C2)([O-])=O 1'-(2-morpholinoethoxy)-1',1'-dioxido-2,3,5,6-tetrahydrospiro[pyran-4,4'-pyrido[2,3-b][1,4,5]oxathiazepin]